[OH-].C[N+](C12CC3CC(CC(C1)C3)C2)(C)C trimethyl-adamantyl-ammonium hydroxide salt